6-oxo-1,6-dihydropyridine-3-carboxylic acid methyl ester COC(=O)C1=CNC(C=C1)=O